2-amino-2,6-dimethyloctyl vinyl ether C(=C)OCC(CCCC(CC)C)(C)N